acryloyloxycyclooctane C(C=C)(=O)OC1CCCCCCC1